3-(cyanomethoxy)-4-{[3-(4-{[(1R,4R)-4-{7-oxa-2-azaspiro[3.5]nonan-2-yl}cyclohexyl]amino}-1-(2,2,2-trifluoroethyl)-1H-indol-2-yl)prop-2-yn-1-yl]amino}benzene-1-sulfonamide C(#N)COC=1C=C(C=CC1NCC#CC=1N(C2=CC=CC(=C2C1)NC1CCC(CC1)N1CC2(C1)CCOCC2)CC(F)(F)F)S(=O)(=O)N